2-chloro-4-[(4-chloro-2-fluoro-phenyl)methoxy]-5-fluoro-pyrimidine ClC1=NC=C(C(=N1)OCC1=C(C=C(C=C1)Cl)F)F